N1CCC(CC1)C(=O)N1CCN(CC1)C1=NN=CS1 5-[4-(piperidine-4-carbonyl)piperazin-1-yl]-1,3,4-thiadiazole